1-[[2-(2,3-difluoropropoxy)pyridin-4-yl]methyl]-3-[(1r,3r)-3-(trifluoromethyl)cyclobutyl]urea FC(COC1=NC=CC(=C1)CNC(=O)NC1CC(C1)C(F)(F)F)CF